(R)-2-amino-4-phenylbutanol N[C@@H](CO)CCC1=CC=CC=C1